N-((1-methyl-1H-imidazol-2-yl)methyl)-4-(8,9,10,11-tetrahydro-3H-pyrazolo[4,3-a]phenanthridin-7-yl)benzamide lithium difluorophosphate triethylamine salt C(C)N(CC)CC.P(=O)([O-])(F)F.[Li+].CN1C(=NC=C1)CNC(C1=CC=C(C=C1)C1=NC2=CC=C3C(=C2C=2CCCCC12)C=NN3)=O